O[C@]1(CN(CC1)C(C=C)=O)C#CC1=CC=C(C=C1)C(F)(F)F (S)-1-(3-hydroxy-3-((4-(trifluoromethyl)phenyl)ethynyl)pyrrolidin-1-yl)prop-2-en-1-one